(1'-(isoquinolin-5-ylmethyl)-7-oxo-5,7-dihydro-2H,6H-spiro[furo[2,3-f]isoindole-3,4'-piperidin]-6-yl)piperidine-2,6-dione C1=NC=CC2=C(C=CC=C12)CN1CCC2(CC1)COC1=CC=3C(N(CC3C=C12)N1C(CCCC1=O)=O)=O